(R/S)-4-(1-bromoethyl)-5-fluoro-6-chloro-pyrimidine Br[C@H](C)C1=NC=NC(=C1F)Cl |r|